BrC=1C=C(C(=NC1O[C@@H]1CC[C@@H](CC1)C(C)C)C)N=CN(C)CC N'-{5-bromo-6-[(cis-4-iso-propylcyclohexyl)oxy]-2-methylpyridin-3-yl}-N-ethyl-N-methylimidoformamide